4-amino-N,1-dimethyl-N-(2-(1-methylpyrazol-4-yl)-6,7-dihydro-5H-pyrano[2,3-d]thiazol-7-yl)-1H-pyrazolo[4,3-c]quinoline-8-carboxamide NC1=NC=2C=CC(=CC2C2=C1C=NN2C)C(=O)N(C2CCOC=1N=C(SC12)C=1C=NN(C1)C)C